3-chloro-5-{[(2,4-dimethoxyphenyl)methyl]amino}pyrazine-2-carboxylic acid methyl ester COC(=O)C1=NC=C(N=C1Cl)NCC1=C(C=C(C=C1)OC)OC